C1(=CC=CC=2C3=CC=CC=C3NC12)C1=CC=CC=2C3=CC=CC=C3NC12 9H-bi-carbazole